S1C2=C(C(=C1)C=C(C(=O)O)NC(C1=CC=C(C=C1)C(C)(C)C)=O)C=CC=C2 3-(benzo[b]thiophen-3-yl)-2-(4-(tert-butyl)benzamido)acrylic acid